1-[[2-(difluoromethoxy)pyridin-4-yl]methyl]-3-(4-fluoro-2-hydroxy-1-bicyclo[2.2.2]octanyl)urea FC(OC1=NC=CC(=C1)CNC(=O)NC12C(CC(CC1)(CC2)F)O)F